7-methyl-1-(((trifluoromethyl)sulfonyl)-1,5,6,7,8,9-hexahydroimidazo[4',5':4,5]benzo[1,2-d]azepin-2-yl)thieno[3,2-b]pyridin-5(4H)-one CC=1C2=C(NC(C1)=O)C=CS2C=2N(C=1C(=CC3=C(CCNCC3)C1)N2)S(=O)(=O)C(F)(F)F